(2-isooctyloxycarbonylethyl)phenylbenzotriazole [7-[4-(dipropylamino)butyl]-7-hydroxy-13-[(Z)-octadec-9-enoyl]oxytridecyl](Z)-octadec-9-enoate C(CC)N(CCCCC(CCCCCCOC(CCCCCCC\C=C/CCCCCCCC)=O)(CCCCCCOC(CCCCCCC\C=C/CCCCCCCC)=O)O)CCC.C(CCCCC(C)C)OC(=O)CCC1=C(C2=C(NN=N2)C=C1)C1=CC=CC=C1